O1C=CC2=C1C=CC(=C2)NC2=CC=NC1=CC=C(C=C21)C2=C(C=C(CN1CC(N(CC1)C)=O)C=C2)F 4-(4-(4-(benzofuran-5-ylamino)quinolin-6-yl)-3-fluorobenzyl)-1-methylpiperazin-2-one